tert-butyl (2R,6S)-4-[8-fluoro-2-(7-fluoro-2-methylindazol-5-yl)quinolin-6-yl]-2,6-dimethylpiperazine-1-carboxylate FC=1C=C(C=C2C=CC(=NC12)C1=CC2=CN(N=C2C(=C1)F)C)N1C[C@H](N([C@H](C1)C)C(=O)OC(C)(C)C)C